1-(4-fluoro-3-methoxyphenyl)-1H-benzo[d]imidazol-2(3H)-one FC1=C(C=C(C=C1)N1C(NC2=C1C=CC=C2)=O)OC